ClC1=C(C(=C(N=N1)S[C@H]1CN(CCC1)C(=O)OC(C)(C)C)C#N)C tert-butyl (R)-3-((6-chloro-4-cyano-5-methylpyridazin-3-yl)thio)piperidine-1-carboxylate